[C@H]12CC(C[C@H](CCC1)N2)N(C2=CC=C(N=N2)C2=CC(=C(C=C2O)C2=CCN(C=C2)C)F)C 4-(4-(6-(((1R,3s,5S)-9-azabicyclo[3.3.1]nonan-3-yl)(methyl)amino)pyridazin-3-yl)-2-fluoro-5-hydroxyphenyl)-1-methylpyridin